BrC1=C(C=CC(=C1F)[N+](=O)[O-])OC 2-bromo-3-fluoro-1-methoxy-4-Nitrobenzene